3-(4-Chloro-3-fluorophenyl)-N-(4-(hydroxymethyl)-3-(pyridin-4-yl)-1H-pyrazol-5-yl)propenamide ClC1=C(C=C(C=C1)C=CC(=O)NC1=C(C(=NN1)C1=CC=NC=C1)CO)F